2-Amino-2-deoxy-β-D-glucopyranosyl-(1→3)-2-amino-2-deoxy-β-D-glucopyranosyl-(1→3)-2-amino-2-deoxy-D-glucose N[C@H]1[C@@H](O[C@@H]([C@H]([C@@H]1O)O)CO)O[C@@H]1[C@H]([C@@H](O[C@@H]([C@H]1O)CO)O[C@H]([C@H](C=O)N)[C@H](O)[C@H](O)CO)N